carbazolyl-3-t-butyl-anthracene C1(=CC=CC=2C3=CC=CC=C3NC12)C1=CC(=CC2=CC3=CC=CC=C3C=C12)C(C)(C)C